BrC=1SC(=C2C1N=C(N(C2=O)C)Cl)C 7-Bromo-2-chloro-3,5-dimethylthieno[3,4-d]pyrimidin-4(3H)-one